ethyl-methyl-dichlorosilane C(C)[Si](Cl)(Cl)C